C(C)(C)(C)NC(C=C)=O N-(tert-butyl)acrylamide